S-4-cyclohexyl-4-oxo-2-(trifluoromethyl)butanethiol C1CCC(CC1)SCC(CC=O)C(F)(F)F